pyrenyl-carbon 4-((S)-2-((S)-2-acetamido-3-methylbutanamido)-5-ureidopentanamido)benzyl-6-methyl-3-phenyl-1,2,4,5-tetrazine-1(4H)-carboxylate C(C)(=O)N[C@H](C(=O)N[C@H](C(=O)NC1=CC=C(COC(=O)N2N=C(NN=C2C)C2=CC=CC=C2)C=C1)CCCNC(=O)N)C(C)C.C1(=CC=C2C=CC3=CC=CC4=CC=C1C2=C34)[C]